4-(2'-(5-(Trifluoromethyl)-1H-imidazol-2-yl)-3,4'-bipyridin-5-yl)morpholin FC(C1=CN=C(N1)C1=NC=CC(=C1)C=1C=NC=C(C1)N1CCOCC1)(F)F